nitrogen methyl-glycine CNCC(=O)O.[N]